(3aR,10aR)-N-(3-chloro-4-fluorophenyl)-7-methyl-2-(3-methyl-1,2,4-oxadiazol-5-yl)-2,3,3a,4,10,10a-hexahydro-1H,7H-dipyrrolo[3,4-b:3',4'-f][1,4,5]oxathiazocine-8-carboxamide 5,5-dioxide ClC=1C=C(C=CC1F)NC(=O)C=1N(C=C2C1OC[C@H]1[C@@H](NS2(=O)=O)CN(C1)C1=NC(=NO1)C)C